COC1=NC=C(C(=N1)C)C=1C=CC(=NC1)C[N+]1=NOC(=C1)[N-]C(NC=1C=NC=C(C1)C(F)(F)F)=O (3-((5-(2-methoxy-4-methylpyrimidin-5-yl)pyridin-2-yl)methyl)-1,2,3-oxadiazol-3-ium-5-yl)((5-(trifluoromethyl)pyridin-3-yl)carbamoyl)amide